N5-(2-(1H-imidazol-4-yl)ethyl)-2-(furan-2-yl)-[1,2,4]triazolo[1,5-a][1,3,5]triazine-5,7-diamine N1C=NC(=C1)CCNC1=NC=2N(C(=N1)N)N=C(N2)C=2OC=CC2